5-ethyl-N-((R)-3-methyl-1-((3aS,4S,6S,7aR)-3a,5,5-trimethylhexahydro-4,6-methanobenzo[d][1,3,2]dioxaborol-2-yl)butyl)-3-(pyrazin-2-yl)-4,5-dihydroisoxazol-5-carboxamide C(C)C1(CC(=NO1)C1=NC=CN=C1)C(=O)N[C@@H](CC(C)C)B1O[C@@]2([C@H](O1)C[C@H]1C([C@@H]2C1)(C)C)C